9,9-bis(4-hydroxyphenyl)-1,8-di(9-phenanthryl)fluorene OC1=CC=C(C=C1)C1(C2=C(C=CC=C2C=2C=CC=C(C12)C=1C2=CC=CC=C2C=2C=CC=CC2C1)C=1C2=CC=CC=C2C=2C=CC=CC2C1)C1=CC=C(C=C1)O